CC1=C(N=NC(=C1)S)S 4-methylpyridazine-3,6-dithiol